FC1=C(C=CC(=C1)[Sn](CCCC)(CCCC)CCCC)NC(CC)=O N-(2-fluoro-4-tributylstannyl-phenyl)propionamide